ClC=1C=C(C=CC1)C1=NN(C=C1)C1=CC(=C2C(=N1)C=C(S2)CN2CCOCC2)N2CCOCC2 4-(5-(3-(3-chlorophenyl)-1H-pyrazol-1-yl)-2-(morpholinomethyl)thieno[3,2-b]pyridin-7-yl)morpholine